OC1=C(C(C(C1(C(CC=C(C)C)=O)O)CC=C(C)C)=O)C(CCC(C)C)=O 3,4-dihydroxy-2-(4-methyl-1-oxopentyl)-4-(4-methyl-1-oxopent-3-enyl)-5-prenylcyclopent-2-en-1-one